COC=1C=C(CN(C(CC2=CC(=CC=C2)C(F)(F)F)=O)[C@@H]2C(NCCCC2)=O)C=CC1OCCC1=NC=CC=C1 N-{3-methoxy-4-[2-(2-pyridinyl)ethoxy]benzyl}-N-[(3S)-2-oxo-3-azepanyl]-2-[3-(trifluoromethyl)phenyl]acetamide